(S)-8-Phenyl-6-(3H-1,2,3-triazole-4-carbonyl)-6-azaspiro[3.4]octane C1(=CC=CC=C1)[C@@H]1CN(CC12CCC2)C(=O)C=2NN=NC2